(2,6-dimethoxy-4-(7-(2-methyl-[1,1'-biphenyl]-3-yl)imidazo[1,2-a]pyridin-3-yl)benzyl)proline COC1=C(CN2[C@@H](CCC2)C(=O)O)C(=CC(=C1)C1=CN=C2N1C=CC(=C2)C=2C(=C(C=CC2)C2=CC=CC=C2)C)OC